C1(CC1)CNC(=O)C1=NC(=C(C=C1)OC1=CC=C(C=C1)C(F)(F)F)C1=NN(C=C1)C N-(Cyclopropylmethyl)-6-(1-methyl-1H-pyrazol-3-yl)-5-[4-(trifluoromethyl)phenoxy]pyridine-2-carboxamide